BrC1=CSC=2C1=NSC2NCC=2SC=CC2 6-bromo-N-(thiophen-2-ylmethyl)thieno[3,2-c][1,2]thiazol-3-amine